3-methoxy-4-benzyloxybenzyl chloride triphenyl-phosphonium salt C1(=CC=CC=C1)[PH+](C1=CC=CC=C1)C1=CC=CC=C1.COC=1C=C(CCl)C=CC1OCC1=CC=CC=C1